BrC=1C=C(C=C(C1)[C@@H](CC1=NN=CN1C)C)N1C(C2=CC=CC(=C2C1)C(F)(F)F)=O (R)-2-(3-bromo-5-(1-(4-methyl-4H-1,2,4-triazol-3-yl)propan-2-yl)phenyl)-4-(trifluoromethyl)isoindolin-1-one